BrC=1C(=CC=C2C(CCOC12)=O)O[C@H](C1=CC=C(C#N)C=C1)C1=CC=NC=C1 (R,S)-4-(((8-Bromo-4-oxochroman-7-yl)oxy)(pyridin-4-yl)methyl)benzonitrile